9-(2-methoxyethyl)-9H-purine-6-amine COCCN1C2=NC=NC(=C2N=C1)N